COCC1=NC2=C(N1C)C=C(C(=C2C(=O)OC)C2=CC=CN1C(=CC(=C21)C=C)C(C2=CC(=C(C(=C2)F)F)F)=O)C(F)(F)F methyl 2-(methoxymethyl)-1-methyl-5-(3-(3,4,5-trifluorobenzoyl)-1-vinylindolizin-8-yl)-6-(trifluoromethyl)-1H-benzo[d]imidazole-4-carboxylate